1-[7-(8-chloro-1-naphthyl)-2-[[(2S)-1-methylpyrrolidin-2-yl]methoxy]-6,8-dihydro-5H-pyrido[3,4-d]pyrimidin-4-yl]pyrrolidin-3-amine ClC=1C=CC=C2C=CC=C(C12)N1CC=2N=C(N=C(C2CC1)N1CC(CC1)N)OC[C@H]1N(CCC1)C